C(C)(C)C1=CCC2(C(C1)O2)C 4,5-epoxy-1-isopropyl-4-methyl-1-cyclohexene